N-(1,3-benzodioxol-4-yl)-2-(1-piperidyl)pyridin-4-amine O1COC2=C1C=CC=C2NC2=CC(=NC=C2)N2CCCCC2